C(C(C)(C)C)OC([C@@H](NC(=O)OC(C)(C)C)C)=O (Tert-Butoxycarbonyl)-L-alanine neopentyl ester